[Si](C)(C)(C(C)(C)C)OCC(CC(=O)OC(C)C)CO[Si](C)(C)C(C)(C)C isopropyl 4-[tert-butyl(dimethyl)silyl]oxy-3-[[tert-butyl(dimethyl)silyl]oxymethyl]butanoate